OCCN1C(CC(CC1(C)C)O)(C)C 1-(2-hydroxyethyl)-4-hydroxy-2,2,6,6-tetra-methylpiperidine